2H-pyrimido[1,2-a]pyrimidine N1=C2N(C=CC1)C=CC=N2